N1=C(C=CC=C1N)C1=NC=CC=C1 (2,2'-bipyridine)-6-amine